tert-butyl 4-[(5-bromo-1-methyl-imidazole-2-carbonyl)amino]-2-chloro-benzoate BrC1=CN=C(N1C)C(=O)NC1=CC(=C(C(=O)OC(C)(C)C)C=C1)Cl